BrC=1C=C(C=C2C(=CC(=NC12)Cl)C#N)C 8-bromo-2-chloro-6-methyl-quinoline-4-carbonitrile